ethylmercurio-4-toluenesulfonanilide C(C)[Hg]CC1=CC=C(C=C1)S(=O)(=O)NC1=CC=CC=C1